trans-N-(4-(1-cyanocyclopropyl)-3-(1-methyl-1H-pyrazol-3-yl)phenyl)-3-cyclopropylcyclobutane-1-carboxamide C(#N)C1(CC1)C1=C(C=C(C=C1)NC(=O)[C@@H]1C[C@H](C1)C1CC1)C1=NN(C=C1)C